(E)-2-amino-N1-(3-((4-bromophenyl)diazenyl)-1H-indol-4-yl)succinamide NC(C(=O)NC1=C2C(=CNC2=CC=C1)\N=N\C1=CC=C(C=C1)Br)CC(=O)N